FC1=CC2=C(N(C=N2)C2=CC=C(C(=N2)N2N=C(C=C2C)C#N)C(C)O)C=C1N[C@@H]1CNC[C@@H]1F 1-[6-[5-fluoro-6-[[(3R,4S)-4-fluoropyrrolidin-3-yl]amino]benzimidazol-1-yl]-3-(1-hydroxyethyl)pyridin-2-yl]-5-methylpyrazole-3-carbonitrile